ClC1=NC=C(C=C1)N1CCC(CC1)C(OC)OC 2-chloro-5-(4-(dimethoxymethyl)piperidin-1-yl)pyridine